(S)-6-(4'-amino-3'-fluoro-4'H,6'H-spiro[piperidine-4,5'-pyrrolo[1,2-b]pyrazol]-1-yl)-3-(2,3-dichlorophenyl)-2-methylpyrimidin-4(3H)-one N[C@H]1C2(CN3N=CC(=C31)F)CCN(CC2)C2=CC(N(C(=N2)C)C2=C(C(=CC=C2)Cl)Cl)=O